ClC1=NC(=CC(=N1)N)N1CC(C1)OC chloro-6-(3-methoxyazetidin-1-yl)pyrimidin-4-amine